benzoic acid-4-guanidino-butyl ester hydrochloride Cl.N(C(=N)N)CCCCOC(C1=CC=CC=C1)=O